6-(1-(3,3-difluorocyclobutyl)-4-(4-fluorophenyl)-1H-imidazol-5-yl)imidazo[1,2-a]pyridine-3-carboxamide FC1(CC(C1)N1C=NC(=C1C=1C=CC=2N(C1)C(=CN2)C(=O)N)C2=CC=C(C=C2)F)F